Diethyltartrate C(C)C(C(C(=O)[O-])(O)CC)(O)C(=O)[O-]